(R)-azetidin-3-yl-(3-methoxypyrrolidin-1-yl)methanone N1CC(C1)C(=O)N1C[C@@H](CC1)OC